COC=1C=C(CCC2=C(C(=O)N)C=CC(=C2)C2=NOC(=N2)C(F)(F)F)C=CC1 (3-methoxyphenethyl)-4-(5-(trifluoromethyl)-1,2,4-oxadiazol-3-yl)Benzamide